C(C)(C)(C)OC(=O)N1CCC2=C(C=C3C(=C12)CN(C3=O)C3C(NC(CC3)=O)=O)CO 7-(2,6-dioxopiperidin-3-yl)-4-(hydroxymethyl)-6-oxo-3,6,7,8-tetrahydropyrrolo[3,4-g]indole-1(2H)-carboxylic acid tert-butyl ester